O1CC(CC1)N1C(NCC1)=O 1-(tetrahydrofuran-3-yl)imidazolidin-2-one